[NH4+].[NH4+].[NH4+].O(P([O-])(=O)OP(=O)([O-])[O-])CC=C(C)CCC=C(C)CCC=C(C)C farnesyl pyrophosphate triammonium salt